(S)-2-(1-(3-chloro-2-(chloromethyl)-5-fluorophenyl)propyl)isoindoline-1,3-dione ClC=1C(=C(C=C(C1)F)[C@H](CC)N1C(C2=CC=CC=C2C1=O)=O)CCl